N-[(1S)-5-[2-(2-aminopyridin-3-yl)-5-(5-methyl-1,3-oxazol-2-yl)imidazo[4,5-b]pyridin-3-yl]-2,3-dihydro-1H-inden-1-yl]-3-formyl-4-hydroxybenzamide NC1=NC=CC=C1C1=NC=2C(=NC(=CC2)C=2OC(=CN2)C)N1C=1C=C2CC[C@@H](C2=CC1)NC(C1=CC(=C(C=C1)O)C=O)=O